C1=CC(=CC=C1N=NC2C(=NN(C2=O)C3=CC=C(C=C3)S(=O)(=O)[O-])C(=O)[O-])S(=O)(=O)[O-].[Na+].[Na+].[Na+] 3-carboxy-5-hydroxy-1-p-sulfophenyl-4-p-sulfophenylazopyrazole trisodium salt